Cl.COC1CC(C1)NC1=NC(=NN2C1=C(C(=C2)C2=NN(C=C2)C)C)C=2N(C=CN2)C N-((1r,3r)-3-methoxycyclobutyl)-5-methyl-2-(1-methyl-1H-imidazol-2-yl)-6-(1-methyl-1H-pyrazol-3-yl)pyrrolo[2,1-f][1,2,4]triazin-4-amine hydrochloride